5-bromo-1,3-dioxane BrC1COCOC1